BrC1=CN2C(S1)=C(C=N2)C(=O)NC=2C(=NC=C(C2)NC(CN2CC(CC2)OC)=O)C 2-bromo-N-(5-(2-(3-methoxypyrrolidin-1-yl)acetamido)-2-methylpyridin-3-yl)pyrazolo[5,1-b]Thiazole-7-carboxamide